tris(2,2,6,6-tetramethyl-4-piperidyl) triazine-2,4,6-tricarboxylate N1N(N=C(C=C1C(=O)OC1CC(NC(C1)(C)C)(C)C)C(=O)OC1CC(NC(C1)(C)C)(C)C)C(=O)OC1CC(NC(C1)(C)C)(C)C